2-(2-((tert-butoxycarbonyl) amino)-2-methylpropoxy)-5-fluorobenzyl mesylate S(C)(=O)(=O)OCC1=C(C=CC(=C1)F)OCC(C)(C)NC(=O)OC(C)(C)C